(R)-5-(7-chloro-3-isopropyl-2-methyl-1,1-dioxido-5-phenyl-2,3,4,5-tetrahydrobenzo[f][1,2,5]thiadiazepin-8-yl)-2-fluorobenzoic acid ClC=1C(=CC2=C(N(C[C@H](N(S2(=O)=O)C)C(C)C)C2=CC=CC=C2)C1)C=1C=CC(=C(C(=O)O)C1)F